O1CCC(CC1)C=1N=C2N(C=C(C(=C2)C(=O)O)NC(C2=NC(=CC=C2)C(F)(F)F)=O)C1 2-(tetrahydro-2H-pyran-4-yl)-6-(6-(trifluoromethyl)picolinamido)imidazo[1,2-a]pyridine-7-carboxylic Acid